BrCC(=O)NC1=C(SC=C1C)C(=O)OC methyl 3-(2-bromoacetamido)-4-methylthiophene-2-carboxylate